ClC=1C=CC2=C(C[C@H](CC=3N2C(=NN3)[C@@H]3CC[C@H](CC3)OC3=NC=CC=C3)NCCN(C)C)C1 N'-{(5R)-8-chloro-1-[trans-4-(pyridin-2-yloxy)cyclohexyl]-5,6-dihydro-4H-[1,2,4]triazolo[4,3-a][1]benzazepin-5-yl}-N,N-dimethylethane-1,2-diamine